C1(CCC1)CNCC=1NC2=CC(=CC=C2C1)CN1C(C2=CN=CC(=C2C=C1)N1CCC(CC1)(C(F)(F)F)O)=O 2-[[2-[(cyclobutylmethylamino)methyl]-1H-indol-6-yl]methyl]-5-[4-hydroxy-4-(trifluoromethyl)-1-piperidyl]-2,7-naphthyridin-1-one